C12(CC(C1)C2)NC2=CC=C(C=N2)C2=NN(C(C=C2)=O)CC(=O)NC2CCC2 2-(3-(6-(bicyclo[1.1.1]pentan-1-ylamino)pyridin-3-yl)-6-oxopyridazin-1(6H)-yl)-N-cyclobutylacetamide